CC1=CC=C(C=C1)[C@H]1[C@H](C1)\C=C\CC1=CC=CC=C1 1-methyl-4-((1r,2r)-2-((E)-3-phenylprop-1-en-1-yl)cyclopropyl)benzene